C(C1=CC=CC=C1)OC1=C2C(=NC(=N1)Cl)NN=C2 4-(benzyloxy)-6-chloro-1H-pyrazolo[3,4-d]pyrimidine